2-(4-((5-iodopyrimidin-2-yl)amino)-5-methyl-1H-pyrazol-1-yl)propionitrile IC=1C=NC(=NC1)NC=1C=NN(C1C)C(C#N)C